phenol dipropionate C(CC)(=O)O.C(CC)(=O)O.C1(=CC=CC=C1)O